Methyl-diethoxysilane C[SiH](OCC)OCC